[N+](=O)([O-])C1=C(C(C(=O)O)O)C=CC=C1 ortho-Nitromandelic acid